N-(5-(6-(6-(tert-butyl)pyridin-3-yl)-1-oxo-3,4-dihydroisoquinolin-2(1H)-yl)-2-hydroxyphenyl)methanesulfonamide C(C)(C)(C)C1=CC=C(C=N1)C=1C=C2CCN(C(C2=CC1)=O)C=1C=CC(=C(C1)NS(=O)(=O)C)O